8-methoxycarbonyl-N-o-fluorophenylacetyl-1,3,4,9-tetrahydro-beta-carboline COC(=O)C=1C=CC=C2C=3CCN(CC3NC12)C(CC1=C(C=CC=C1)F)=O